FC1=C(C(=CC=C1)F)C1=CC=CC=C1.[Cl] chlorine (2',6'-difluoro-[1,1'-biphenyl])